ClC1=CC=C2C(=C1)NC(C21N(C(C=2N=C(N(C21)C(C)C)C2=C(C=C(C(=O)NC)C=C2)OC)=O)C2=C(C=CC(=C2)Cl)C)=O 4-(6-chloro-5'-(5-chloro-2-methylphenyl)-3'-isopropyl-2,6'-dioxo-5',6'-dihydro-3'H-spiro[indoline-3,4'-pyrrolo[3,4-d]imidazol]-2'-yl)-3-methoxy-N-methylbenzamide